(S)-3-(3-fluoro-4-(6-(2-propyl-2H-tetrazol-5-yl)pyridin-3-yl)phenyl)-5-(1-hydroxy-2-fluoroethyl)oxazolidin-2-one phosphate P(=O)(O)(O)O.FC=1C=C(C=CC1C=1C=NC(=CC1)C=1N=NN(N1)CCC)N1C(O[C@@H](C1)C(CF)O)=O